ClC=1N=C(C2=C(N1)C(=C(N=C2)Cl)F)N2CCOC1(CC(C1)(O)C)C2 (2S,4S)-8-(2,7-dichloro-8-fluoropyrido[4,3-d]pyrimidin-4-yl)-2-methyl-5-oxa-8-azaspiro[3.5]nonan-2-ol